O1[C@@H](CC1)CN1C(=NC2=C1C=C(C=C2)C(=O)[O-])CN2CCC(CC2)C2=NC(=CC=C2)OCC=2C=NC1=CC=CC=C1C2 (S)-1-(oxetan-2-ylmethyl)-2-(((4-(6-(quinolin-3-ylmethoxy)pyridin-2-yl))piperidin-1-yl)methyl)-1H-benzo[d]imidazole-6-carboxylate